C(#N)C=1C=C(C=NC1N1N=CC=N1)NC(=O)C=1C=NN(C1C(F)(F)F)C=1C2=C(N=CN1)OC=C2 N-(5-Cyano-6-(2H-1,2,3-triazol-2-yl)pyridin-3-yl)-1-(furo[2,3-d]pyrimidin-4-yl)-5-(trifluoromethyl)-1H-pyrazol-4-carboxamid